(E)-3-(4-((7-hydroxy-3-(4-methoxybenzoyl)quinoline-4-yl)oxy)phenyl)acrylic acid OC1=CC=C2C(=C(C=NC2=C1)C(C1=CC=C(C=C1)OC)=O)OC1=CC=C(C=C1)/C=C/C(=O)O